OCCCCNC(OCC1=CC=CC=C1)=O benzyl (4-hydroxybutyl)carbamate